FC(C(=O)O)(F)F.ClC1=C(C=CC(=C1NC=1C(=C2C(N(C=NC2=CC1)C)=O)Cl)F)NS(=O)(=O)N1C[C@@H](CC1)CC (R)-N-(2-chloro-3-((5-chloro-3-methyl-4-oxo-3,4-dihydroquinazolin-6-yl)amino)-4-fluorophenyl)-3-ethylpyrrolidine-1-sulfonamide trifluoroacetate